NC1=NC=CC=C1CC1=NC(=C(C=2N=C(N=C(C21)N)OCC21CCCN1CCC2)F)C2=CC=CC1=CC=CC(=C21)CC (2-aminopyridin-3-yl-methyl)-7-(8-ethylnaphthalen-1-yl)-8-fluoro-2-((hexahydro-1H-pyrrolizin-7a-yl)methoxy)pyrido[4,3-d]pyrimidin-4-amine